1,2-Difluoro-4-(3-methoxy-5-nitrophenoxy)benzene FC1=C(C=C(C=C1)OC1=CC(=CC(=C1)[N+](=O)[O-])OC)F